perfluorocyano-acetyl fluoride FC(C(=O)F)(C#N)F